N[C@@H](CCC(=O)O)CC(=O)O (S)-beta-homoglutamic acid